6-(3,4-dimethylphenyl)-N-(1,1-dioxido-2,3-dihydrothiophen-3-yl)-1-methyl-4-oxo-1,4-dihydropyridine-3-carboxamide CC=1C=C(C=CC1C)C1=CC(C(=CN1C)C(=O)NC1CS(C=C1)(=O)=O)=O